CC=1SC=C(N1)CO (2-methyl-1,3-thiazol-4-yl)methanol